COC=1C=2N(C=C(C1)N)C=C(N2)C 8-methoxy-2-methyl-imidazo[1,2-a]pyridin-6-amine